O=C1NC(CCC1N1C(C2=CC=CC(=C2C1=O)OCC1=CC=C(C=C1)CN1CCCCC1)=O)=O 2-(2,6-DIOXOPIPERIDIN-3-YL)-4-((4-(PIPERIDIN-1-YLMETHYL)BENZYL)OXY)ISOINDOLINE-1,3-DIONE